C(C)(C)(CC(C)(C)C)P(C(C)(C)CC(C)(C)C)(C(C)(C)CC(C)(C)C)=O tris(t-octyl)phosphine oxide